C(CC)NC(C)=CC(C)=NCCC N-propyl-4-(propylimino)-2-penten-2-amine